O1CCN(CCC1)C1=CC=C(C=C1)NC1=NC2=C(C=CC=C2C=N1)C=1C=C(C=CC1)NC(C=C)=O N-(3-(2-((4-(1,4-oxazepan-4-yl)phenyl)amino)quinazolin-8-yl)phenyl)acrylamide